(1,4-Phenylene)bis[(E)-3-[4-(hydroxymethyl)phenyl]-2-propen-1-one] C1(=CC=C(C=C1)C(\C=C\C1=CC=C(C=C1)CO)=O)C(\C=C\C1=CC=C(C=C1)CO)=O